CN1C(NC2=C1C(=CC=C2)CC2CC(C2)=O)=O 3-Methyl-4-[(3-oxocyclobutyl)methyl]-1H-benzimidazol-2-one